ethyl-4H-furan C(C)C=1OCCC1